C1(CCCCC1)[C@@H](C(=O)N1CCC2=NC(=C(C=C21)CC2=CC=C(C=C2)F)OC)NC([C@H](C)NC)=O (S)-N-((S)-1-cyclohexyl-2-(6-(4-fluorobenzyl)-5-methoxy-2,3-dihydro-1H-pyrrolo[3,2-b]pyridin-1-yl)-2-oxoethyl)-2-(methylamino)propanamide